O-methyl-α-1-propylpentanoic acid COC(C(CCC)CCC)=O